6-[(2R,3S)-2-amino-3-fluorobutyl]-7-bromo-2-ethynyl-N-(thiophen-2-ylmethyl)furo[3,2-d]pyrimidin-4-amine N[C@H](CC1=C(C=2N=C(N=C(C2O1)NCC=1SC=CC1)C#C)Br)[C@H](C)F